tert-butylimino-tri(diethylamino)niobium C(C)(C)(C)N=[Nb](N(CC)CC)(N(CC)CC)N(CC)CC